CC1=C[C@H]([C@@H](C=C1)C(=O)OCC)C(=O)OCC trans-diethyl 4-methylcyclohexa-3,5-diene-1,2-dicarboxylate